2-(2,6-dioxo-3-piperidyl)-5-fluoro-isoindole-1,3-dione O=C1NC(CCC1N1C(C2=CC=C(C=C2C1=O)F)=O)=O